CC(=COB(O)O)C 2-methyl-1-propenyl-boric acid